tert-butyl ((1r,4r)-4-((tert-butoxycarbonyl)(methyl)amino)cyclohexyl)(2-(6-chloro-6'-cyano-2'-fluoro-3'-(2-methoxyethoxy)-[1,1'-biphenyl]-3-yl)-2-phenylethyl)carbamate C(C)(C)(C)OC(=O)N(C1CCC(CC1)N(C(OC(C)(C)C)=O)CC(C1=CC=CC=C1)C=1C=C(C(=CC1)Cl)C1=C(C(=CC=C1C#N)OCCOC)F)C